BrC=1C=C(C=NC1)SC=1C=CC(=NC1)C 5-[(5-bromo-3-pyridinyl)thio]-2-methylpyridine